ClC=1C(=NC(=NC1)N1C[C@H](C([C@H](C1)C)(F)F)C)NC1=CC2=C(N(C(N2CCC(C)(C)O)=O)C)C=C1 5-((5-chloro-2-((3R,5S)-4,4-difluoro-3,5-dimethylpiperidin-1-yl)pyrimidin-4-yl)amino)-3-(3-hydroxy-3-methylbutyl)-1-methyl-1,3-dihydro-2H-benzo[d]imidazol-2-one